2-(4,4-dimethylpiperidin-1-yl)ethanamine CC1(CCN(CC1)CCN)C